benzyl N-(4-((S)-2-((S)-2-((tert-butoxycarbonyl)amino)-3-methylbutanamido)-N-methyl-5-ureidopentanamido)phenethyl)-N-methyl-L-valinate C(C)(C)(C)OC(=O)N[C@H](C(=O)N[C@H](C(=O)N(C)C1=CC=C(CCN([C@@H](C(C)C)C(=O)OCC2=CC=CC=C2)C)C=C1)CCCNC(=O)N)C(C)C